BrC=1C=C(C(=C(C(=O)N[C@@H]2CN(C[C@@H]2F)C(=O)OC(C)(C)C)C1)C)F tert-butyl (3R,4S)-3-(5-bromo-3-fluoro-2-methylbenzamido)-4-fluoropyrrolidine-1-carboxylate